C12C(C3CC(CC(C1)C3)C2)C2=C3C=C(C(C3=CC=3CCCC23)[Si](C2C(=C(C(=C2C)C)C)C)(C)C)C (4-((5r,7r)-adamantan-2-yl)-2-methyl-1,5,6,7-tetrahydro-s-indacen-1-yl)dimethyl-(2,3,4,5-tetramethylcyclopenta-2,4-dien-1-yl)silane